(S)-(4,4-Difluorocyclohexyl){[5-[1-(2,2-difluoroethylcarbamoyl)-3,3,3-trifluoro-propyl]-4-fluoro-1H-benzimidazol-2-yl]methyl}-4-methyl-1,2,5-oxadiazole-3-carboxamide FC1(CCC(CC1)N(C(=O)C1=NON=C1C)CC1=NC2=C(N1)C=CC(=C2F)[C@H](CC(F)(F)F)C(NCC(F)F)=O)F